4-amino-8-(6-chloro-3-methoxypyridazin-4-yl)-7-fluoro-N-propylisoquinoline-3-carboxamide NC1=C(N=CC2=C(C(=CC=C12)F)C1=C(N=NC(=C1)Cl)OC)C(=O)NCCC